2-pyrazinyl alcohol N1=C(C=NC=C1)O